(R)-3-chloro-4-((2-chloro-4-Fluorophenyl)methoxy-d2)-2'-(3-(2-hydroxypropan-2-yl)-1H-pyrazol-1-yl)-5',6-dimethyl-2H-[1,4'-bipyridyl]-2-one ClC=1C(N(C(=CC1OC([2H])([2H])C1=C(C=C(C=C1)F)Cl)C)C1=CC(=NC=C1C)N1N=C(C=C1)C(C)(C)O)=O